6-fluoro-3'-((6-((4-fluoro-3-(trifluoromethyl)phenyl)carbamoyl)-3-methylbenzo[d]isoxazol-5-yl)carbamoyl)-4'-methoxy-[1,1'-biphenyl]-3-carboxylic acid FC1=CC=C(C=C1C1=CC(=C(C=C1)OC)C(NC=1C(=CC2=C(C(=NO2)C)C1)C(NC1=CC(=C(C=C1)F)C(F)(F)F)=O)=O)C(=O)O